6-[3-[2-[(3R)-3-hydroxy-1-methyl-2-oxopyrrolidin-3-yl]ethynyl]phenyl]-4-methoxypyridine-2-carboxamide O[C@@]1(C(N(CC1)C)=O)C#CC=1C=C(C=CC1)C1=CC(=CC(=N1)C(=O)N)OC